ClC1=CC=C(C=C1)C1=NC2=C(N1CC1=CC=CC=C1)C=C(C=C2)C (4-chlorophenyl)-6-methyl-1-benzyl-1H-benzo[d]Imidazole